OC1=C(C=C(C(=C1O)O)O)O 2,3,4,5-tetrahydroxyphenol